methyl 5-chloro-1-[2-(dimethylamino)ethyl]-6-methyl-2-oxo-1,2-dihydropyridine-3-carboxylate ClC=1C=C(C(N(C1C)CCN(C)C)=O)C(=O)OC